O=C1NC(CCC1N1CC2=CC=C(C=C2C1=O)CNC(OC1CC(C1)C1=C(C=CC=C1)C)=O)=O [3-(o-tolyl)cyclobutyl] N-[[2-(2,6-dioxo-3-piperidyl)-3-oxo-isoindolin-5-yl]methyl]carbamate